CC1(OC[C@@H](O1)C(=O)[O-])C.[Li+] lithium (R)-2,2-dimethyl-[1,3]dioxolane-4-carboxylate